(E)-(((difluoro(4-(3-(4-nitrophenoxy)-3-oxoprop-1-en-1-yl)phenyl)methyl)phosphoryl)bis(oxy))bis(methylene) bis(2,2-dimethylpropanoate) CC(C(=O)OCOP(=O)(C(C1=CC=C(C=C1)\C=C\C(=O)OC1=CC=C(C=C1)[N+](=O)[O-])(F)F)OCOC(C(C)(C)C)=O)(C)C